6'-Methoxy-3',4'-dihydro-1'H-spiro[cyclobutane-1,2'-naphthalen]-1'-one COC=1C=C2CCC3(C(C2=CC1)=O)CCC3